tert-butyl (3-(6-(3-(2-bromo-6-methoxypyridin-3-yl)-6-fluoro-4-oxo-7-(trifluoro-methyl)-3,4-dihydroquinazolin-1(2H)-yl)-2,3-difluorophenyl)butyl)carbamate BrC1=NC(=CC=C1N1CN(C2=CC(=C(C=C2C1=O)F)C(F)(F)F)C1=CC=C(C(=C1C(CCNC(OC(C)(C)C)=O)C)F)F)OC